BrC=1C=C(C=C(C1OCC(CBr)Br)Br)S(=O)(=O)C1=CC(=C(C(=C1)Br)OCC(CBr)Br)Br bis[3,5-dibromo-4-(2,3-dibromopropoxy)phenyl]sulfone